(2-(3-(3-isopropyl-2-(8-methyl-[1,2,4]triazolo[1,5-a]pyridin-6-yl)-1H-indol-5-yl)azetidin-1-yl)-2-oxoethyl)(methyl)carbamic acid tert-butyl ester C(C)(C)(C)OC(N(C)CC(=O)N1CC(C1)C=1C=C2C(=C(NC2=CC1)C=1C=C(C=2N(C1)N=CN2)C)C(C)C)=O